((1-(6-p-toluenesulfonylimidazo[4,5-d]pyrrolo[2,3-b]pyridin-1(6H)-yl)piperidin-4-yl)methyl)methanesulfonamide CC1=CC=C(C=C1)S(=O)(=O)N1C=CC=2C1=NC=C1C2N(C=N1)N1CCC(CC1)CCS(=O)(=O)N